4-(((s)-1-phenylethyl)amino)tetrahydrofuran-3-carboxylate C1(=CC=CC=C1)[C@H](C)NC1C(COC1)C(=O)[O-]